ClC=1C2=C(N=CN1)C=NC(=C2)N2[C@@H]1CN([C@H](C2)C1)C(=O)OC(C)(C)C tert-butyl (1S,4S)-5-(4-chloropyrido[3,4-d]pyrimidin-6-yl)-2,5-diazabicyclo[2.2.1]heptane-2-carboxylate